tellurium didecanoate C(CCCCCCCCC)(=O)[O-].C(CCCCCCCCC)(=O)[O-].[Te+2]